2-(3,4-dimethoxybenzyl)-7-[(2R,3R)-2-hydroxy-6-phenylhexan-3-yl]-5-methylimidazo[5,1-f][1,2,4]triazin-4(3H)-on COC=1C=C(CC2=NN3C(C(N2)=O)=C(N=C3[C@H]([C@@H](C)O)CCCC3=CC=CC=C3)C)C=CC1OC